alanylcholesterol N[C@@H](C)C(=O)CC(C)CCC[C@@H](C)[C@H]1CC[C@H]2[C@@H]3CC=C4C[C@@H](O)CC[C@]4(C)[C@H]3CC[C@]12C